ClC=1C=C2C(=CC1)NC(C21CCN(CC1)CCOC1=CC=2C(=C(N=NC2)N2CC(C2)(C)O)N=C1)=O 5-chloro-1'-(2-{[8-(3-hydroxy-3-methylazetidin-1-yl)pyrido[2,3-d]pyridazin-3-yl]oxy}ethyl)-1,2-dihydrospiro[indole-3,4'-piperidin]-2-one